methyl 2-hydroxy-7-(2-methoxyethyl)-7,8,9,10-tetrahydro-5H-6,9-methanopyrido[1',2':1,2]azepino[4,5-b]indole-6(6aH)-carboxylate OC=1C=C2C3=C(NC2=CC1)C1(C2N(C=C3)CC(CC2CCOC)C1)C(=O)OC